3-((2-(2,6-dioxopiperidin-3-yl)-1-oxoisoindolin-5-yl)oxy)propanal tert-butyl-6-((2-bromo-3-fluoropyridin-4-yl)methyl)-2,6-diazaspiro[3.3]heptane-2-carboxylate C(C)(C)(C)OC(=O)N1CC2(C1)CN(C2)CC2=C(C(=NC=C2)Br)F.O=C2NC(CCC2N2C(C1=CC=C(C=C1C2)OCCC=O)=O)=O